3-(2-aminoethyl)-1-((3-hydroxycyclobutyl)methyl)pyridin-2(1H)-one NCCC=1C(N(C=CC1)CC1CC(C1)O)=O